5-chloro-N-((2S,3S)-6,6-difluoro-2-hydroxy-1-(methylamino)-1-oxoheptan-3-yl)-2-(3-((4,4-difluorocyclohexyl)methyl)-3-methylureido)benzamide ClC=1C=CC(=C(C(=O)N[C@H]([C@@H](C(=O)NC)O)CCC(C)(F)F)C1)NC(=O)N(C)CC1CCC(CC1)(F)F